tert-butyl 4-[6-cyclopropyl-1-oxo-5-(pyrazolo[1,5-a]pyrimidine-3-carbonylamino)isoindolin-2-yl]piperidine-1-carboxylate C1(CC1)C1=C(C=C2CN(C(C2=C1)=O)C1CCN(CC1)C(=O)OC(C)(C)C)NC(=O)C=1C=NN2C1N=CC=C2